C(C#C)OCCOCCN1NC(=CC1)C(=O)O 2-(2-(2-(prop-2-yn-1-yloxy)ethoxy)ethyl)-1H-pyrazole-5-carboxylic acid